tert-butyl 5-((4-fluorophenyl) thiocarbamoyl)-4-hydroxy-6-oxo-2-(6-(trifluoromethyl) pyridin-3-yl)-2,3-dihydropyridazine-1(6H)-carboxylate FC1=CC=C(C=C1)NC(=S)C1=C(CN(N(C1=O)C(=O)OC(C)(C)C)C=1C=NC(=CC1)C(F)(F)F)O